5-methyl-3-azabicyclo[3.1.0]hexane-1-carboxylic acid ethyl ester C(C)OC(=O)C12CNCC2(C1)C